COCCN(C=1N=C(C2=C(N1)C(=NC(=N2)N(CCOC)CCOC)N2CCC(CC2)OC)NCC2=CC=C(C#N)C=C2)CCOC 4-(((2,6-bis(bis(2-methoxyethyl)amino)-8-(4-methoxypiperidin-1-yl)pyrimido[5,4-d]pyrimidin-4-yl)amino)methyl)benzonitrile